ClC1=CC(=NC(=C1)Cl)C(=O)N1CC2(C1)CN(CC2)C2=CN=C1C(=N2)N(N=C1)CC(F)F 2-(4,6-dichloropyridine-2-carbonyl)-6-[1-(2,2-difluoroethyl)-1H-pyrazolo[3,4-b]pyrazin-6-yl]-2,6-diazaspiro[3.4]octane